N-[(S)-[7-[(R)-Cyclopropyl-[(4R)-4-cyclopropyl-2-oxo-imidazolidin-1-yl]methyl]imidazo[1,2-b]pyridazin-2-yl]-(4,4-difluorocyclohexyl)methyl]-4-methyl-1,2,5-oxadiazole-3-carboxamide C1(CC1)[C@H](C1=CC=2N(N=C1)C=C(N2)[C@@H](NC(=O)C2=NON=C2C)C2CCC(CC2)(F)F)N2C(N[C@@H](C2)C2CC2)=O